C(CCCCCCCCC\C=C/CCCC)=O Z-11-hexadecen-1-al